N1N=CC=C1C1=C(C=CC2=CC=CC=C12)O (1H-pyrazol-5-yl)-2-naphthol